2-propyl-N6-cyclohexyladenine C(CC)C1=NC(=C2NC=NC2=N1)NC1CCCCC1